NC=1C2=C(N=CN1)N(C(=C2C2=CC=C(C=C2)OC)C2=CCC1(CCN(CC1)C(C=C)=O)CC2)C 1-(9-(4-amino-5-(4-methoxyphenyl)-7-methyl-7H-pyrrolo-[2,3-d]pyrimidin-6-yl)-3-azaspiro[5.5]undec-8-en-3-yl)prop-2-en-1-one